2-(4-(2-oxa-6-azaspiro[3.3]hept-6-yl)cyclohexyl)-6-isopropyl-4H-pyrrolo[3,2-d]thiazol-5(1H)-one C1OCC12CN(C2)C2CCC(CC2)C2SC1C(N2)=C(C(N1)=O)C(C)C